N[C@H]1[C@H](CN(C1)C=1C=NN(C1)C)NC(OCC(Cl)(Cl)Cl)=O 2,2,2-trichloroethyl ((3S,4R)-4-amino-1-(1-methyl-1H-pyrazol-4-yl)pyrrolidin-3-yl)carbamate